2-ethenyl-3-methyl-butanedioic acid C(=C)C(C(=O)O)C(C(=O)O)C